ClC1=CC(=NC(=C1)N1CCOCC1)N1C([C@@H](CC1)NC(OC(C)(C)C)=O)=O tert-butyl (R)-(1-(4-chloro-6-morpholinopyridin-2-yl)-2-oxopyrrolidin-3-yl)carbamate